O1C(=CC2=C1C=CC=C2)CNC=2C=NC=CC2C(=O)O 3-[(1-benzofuran-2-ylmethyl)amino]pyridine-4-carboxylic acid